15-Heptyl-20-hexyl-7-(4-hydroxybutyl)-17,17-dimethyl-14,16,18-trioxa-7-aza-17-silaoctacosane 2-hexyl-decanoate gallium-tin [Sn+4].[Ga+3].C(CCCCC)C(C(=O)[O-])CCCCCCCC.C(CCCCCC)C(OCCCCCCN(CCCCCC)CCCCO)O[Si](OCC(CCCCCCCC)CCCCCC)(C)C.C(CCCCC)C(C(=O)[O-])CCCCCCCC.C(CCCCC)C(C(=O)[O-])CCCCCCCC.C(CCCCC)C(C(=O)[O-])CCCCCCCC.C(CCCCC)C(C(=O)[O-])CCCCCCCC.C(CCCCC)C(C(=O)[O-])CCCCCCCC.C(CCCCC)C(C(=O)[O-])CCCCCCCC